COC(=O)C1=NN(C(=C1)C(=O)OC)CCNC(=O)OC(C)(C)C 1-(2-((tert-butoxycarbonyl)amino)ethyl)-1H-pyrazole-3,5-dicarboxylic acid dimethyl ester